ClC1=CC=C(S1)CSC1=C(C(=NN1C(C1=C(C=CC=C1)OC)=O)C1C(N(CC1)C(CN1CCOCC1)=O)C(F)(F)F)OC 1-[3-(5-{[(5-chlorothiophen-2-yl)methyl]sulfanyl}-4-methoxy-1-(2-methoxybenzoyl)-1H-pyrazol-3-yl)-2-(trifluoromethyl)pyrrolidin-1-yl]-2-(morpholin-4-yl)ethan-1-one